2-(6-(3-(thiophen-2-yl)benzoyl)-2,6-diazaspiro[3.4]octane-2-yl)pyrimidine-5-carboxylic acid ethyl ester C(C)OC(=O)C=1C=NC(=NC1)N1CC2(C1)CN(CC2)C(C2=CC(=CC=C2)C=2SC=CC2)=O